(2-methyl-1,3a-diaza-5-indenyl)boranediol CC=1N=C2C=CC(=CN2C1)B(O)O